(4-(2-morpholinyl-2-oxoethyl)-2-(piperidin-1-yl)phenyl)-6-(1H-pyrazol-4-yl)picolinamide N1(CCOCC1)C(CC1=CC(=C(C=C1)C=1C(=NC(=CC1)C=1C=NNC1)C(=O)N)N1CCCCC1)=O